(R)- or (S)-tert-butanesulfinamide C(C)(C)(C)[S@@](=O)N |o1:4|